N-(5-(3-(7H-pyrrolo[2,3-d]pyrimidin-4-yl)pyridin-2-ylamino)-2-fluorophenyl)-3-(2-cyanopropan-2-yl)benzamide N1=CN=C(C2=C1NC=C2)C=2C(=NC=CC2)NC=2C=CC(=C(C2)NC(C2=CC(=CC=C2)C(C)(C)C#N)=O)F